C(C(C)(C)C)C1=CC=C(CC2=NOC(=N2)CC(C(=O)O)=C)C=C1 2-((3-(4-neopentylbenzyl)-1,2,4-oxadiazol-5-yl)methyl)acrylic acid